ClC=1C=C2C(C(=C(OC2=C(C1)Cl)C)CC)=O 6,8-dichloro-3-ethyl-2-methyl-4H-chromen-4-one